O1C(CCCC1)O[C@@H](C)C=1N(C=CN1)CC1=NOC(=C1)C1=CC=C(C=C1)C#CC1=CC=C(CN2CC(C2)CC(=O)[O-])C=C1 2-(1-(4-((4-(3-((2-((1S)-1-((tetrahydro-2H-pyran-2-yl)oxy)ethyl)-1H-imidazol-1-yl)methyl)isoxazol-5-yl)phenyl)ethynyl)benzyl)azetidin-3-yl)acetate